5-(N-(2-(4-(furan-2-carbonyl)piperazin-1-yl)phenyl)-N-phenethylsulfamoyl)-3-methylbenzofuran-2-carboxylic acid O1C(=CC=C1)C(=O)N1CCN(CC1)C1=C(C=CC=C1)N(S(=O)(=O)C=1C=CC2=C(C(=C(O2)C(=O)O)C)C1)CCC1=CC=CC=C1